C1=CC=CC=2C3=CC=CC=C3N(C12)C1=CC=C(C=C1)C=1C(=NC(=C(C1C1=C(C=CC=C1)C1=NC(=NC(=N1)C1=CC=CC=C1)C1=CC=CC=C1)N1C2=C(C3=CC=CC=C13)C=CN=C2)C2=CC=C(C=C2)N2C1=CC=CC=C1C=1C=CC=CC21)N2C1=C(C3=CC=CC=C23)C=CN=C1 9,9'-(3,6-bis(4-(9H-carbazol-9-yl)phenyl)-4-(2-(4,6-diphenyl-1,3,5-triazin-2-yl)phenyl)pyridine-2,5-diyl)bis(9H-pyrido[3,4-b]indole)